N-(cyclopropylmethyl)-5-(3-ethylimidazo[1,2-a]pyrimidin-6-yl)pyrrolo[2,1-f][1,2,4]triazin-2-amine C1(CC1)CNC1=NN2C(C=N1)=C(C=C2)C=2C=NC=1N(C2)C(=CN1)CC